tert-butyl (cyclobutylmethyl)((3R)-1-(1-(1-(4-(5-(methyl(2,2,2-trifluoroethyl)amino)pyridin-3-yl)-1H-1,2,3-triazol-1-yl)ethyl)-2-oxo-1,2-dihydropyridin-4-yl)piperidin-3-yl)carbamate C1(CCC1)CN(C(OC(C)(C)C)=O)[C@H]1CN(CCC1)C1=CC(N(C=C1)C(C)N1N=NC(=C1)C=1C=NC=C(C1)N(CC(F)(F)F)C)=O